tri-methylolethane triacrylate C(C=C)(=O)O.C(C=C)(=O)O.C(C=C)(=O)O.C(O)C(C)(CO)CO